(3-(5-(2-chloro-[1,1'-biphenyl]-3-yl)-1,3,4-oxadiazol-2-yl)benzyl)-L-serine methyl ester COC([C@@H](NCC1=CC(=CC=C1)C=1OC(=NN1)C=1C(=C(C=CC1)C1=CC=CC=C1)Cl)CO)=O